(S,E)-4-((S)-2-((S)-3-([1,1'-Biphenyl]-3-yl)-3-methyl-2-(methylamino)butanamido)-N,3,3-trimethylbutanamido)-2,5-dimethylhex-2-enoic acid C1(=CC(=CC=C1)C([C@@H](C(=O)N[C@H](C(=O)N(C)[C@H](/C=C(/C(=O)O)\C)C(C)C)C(C)(C)C)NC)(C)C)C1=CC=CC=C1